ClCC(C(C)C1CC1)(O)C1=CC=C(C=C1)Cl 1-chloro-2-(4-chlorophenyl)-3-cyclopropylbutan-2-ol